Cl.Cl.N1C(CCC1)C(=O)O pyrrolidine-2-carboxylic acid dihydrochloride